(2S,4R)-N-(6-bromopyridin-2-yl)4-fluoro-1-(2-(3-(1-hydroxyethyl)-5-(2-methylpyrimidin-5-yl)-1H-indazol-1-yl)acetyl)pyrrolidine-2-carboxamide BrC1=CC=CC(=N1)NC(=O)[C@H]1N(C[C@@H](C1)F)C(CN1N=C(C2=CC(=CC=C12)C=1C=NC(=NC1)C)C(C)O)=O